FC(N1N=C(C=C1)C1=C(C=NC(=C1)C1=CC=C(C=C1)F)NCCS(=O)(=O)NC)F 2-((4-(1-(difluoromethyl)-1H-pyrazol-3-yl)-6-(4-fluorophenyl)pyridin-3-yl)amino)-N-methylethane-1-sulfonamide